O1COC2=C1C=CC(=C2)C[C@H](C)NCC (S)-1-(benzo[d][1,3]dioxol-5-yl)-N-ethylpropan-2-amine